ClC=1C(=C2C=NNC2=C(C1F)C(F)F)C=1N=CC=2N(C1)C=C(N2)NC(=O)C2C(C2)F N-(6-(5-chloro-7-(difluoromethyl)-6-fluoro-1H-indazol-4-yl)imidazo[1,2-a]pyrazin-2-yl)-2-fluorocyclopropane-1-carboxamide